(S)-2-amino-3-(4-(2-(2-((E)-1,2-dihydroxycyclooct-3-en-1-yl)acetamido)ethoxy)phenyl)propanoic acid N[C@H](C(=O)O)CC1=CC=C(C=C1)OCCNC(CC1(C(\C=C\CCCC1)O)O)=O